ammonium monomethyl-carbonate salt COC([O-])=O.[NH4+]